C(#N)C=1C(=C(C=CC1)S(=O)(=O)NC=1C(=NC=C(C1)C=1C=C2C(=NC=NC2=CC1)N1CCN(CC1)C(C=CC(C)=O)=O)OC)F cyano-2-fluoro-N-(2-methoxy-5-(4-(4-(4-oxopent-2-enoyl)piperazin-1-yl)quinazolin-6-yl)pyridin-3-yl)benzenesulfonamide